9,9-bis[4-(4-amino-2-methylphenoxy)-3-trifluoromethylphenyl]fluorene NC1=CC(=C(OC2=C(C=C(C=C2)C2(C3=CC=CC=C3C=3C=CC=CC23)C2=CC(=C(C=C2)OC2=C(C=C(C=C2)N)C)C(F)(F)F)C(F)(F)F)C=C1)C